1-(tetrahydropyran-2-yl)-1H-pyrazole O1C(CCCC1)N1N=CC=C1